1-(5-bromopyridin-2-yl)-4-((5-fluoropyridin-3-yl)methyl)piperazine BrC=1C=CC(=NC1)N1CCN(CC1)CC=1C=NC=C(C1)F